5-(3-hydroxy-2,6-dimethyl-phenyl)-2,3-dimethyl-pyrrolo[2,3-b]pyrazine-7-carboxamide OC=1C(=C(C(=CC1)C)N1C=C(C=2C1=NC(=C(N2)C)C)C(=O)N)C